6-(3,5-dimethylisoxazol-4-yl)pyridine CC1=NOC(=C1C1=CC=CC=N1)C